FC1=C(C=CC=C1)C=1C(=CC=CC1)S(=O)(=O)C1=CC=C(C=C1)NC(=O)NCC1=CC=NC=C1 1-[4-(2'-Fluoro-biphenyl-2-sulfonyl)-phenyl]-3-pyridin-4-ylmethyl-urea